OC1=C(C(=O)C2=CC=C(C=C2)CC)C=CC(=C1)OCC 2-hydroxy-4-ethoxy-4'-ethylbenzophenone